N1=CC=C(C2=CC=CC=C12)COC1=CC=CC(=N1)C1CCN(CC1)COC(=O)C=1C=CC2=C(NC=N2)C1 ((4-(6-(quinolin-4-ylmethoxy) pyridin-2-yl) piperidin-1-yl) methyl)-1H-benzo[d]imidazole-6-carboxylate